F[C@H]1CNCC1 (R)-3-fluoropyrrolidine